BrC=1SC(=CN1)C=1N=NN(N1)C=1C=NN(C1)C 2-bromo-5-(2-(1-methyl-1H-pyrazol-4-yl)-2H-tetrazol-5-yl)thiazole